5-(2-isopropoxyphenyl)thio-3-(1,2,3,4,5,8-hexahydroindolizin-7-yl)-1H-indole C(C)(C)OC1=C(C=CC=C1)SC=1C=C2C(=CNC2=CC1)C1=CCN2CCCC2C1